5-(8-bromoindolizine-3-carbonyl)-2-((2,4-dimethoxybenzyl)amino)benzonitrile BrC1=CC=CN2C(=CC=C12)C(=O)C=1C=CC(=C(C#N)C1)NCC1=C(C=C(C=C1)OC)OC